NC1=C2C(=NC=N1)N(N=C2C2=CC=C(C=C2)OC2=CC=CC=C2)[C@H]2CN(CCC2)C(CCCCCCCSC2=C1C(N(C(C1=CC(=C2)F)=O)C2C(NC(CC2)=O)=O)=O)=O 4-((8-((R)-3-(4-amino-3-(4-phenoxyphenyl)-1H-pyrazolo[3,4-d]pyrimidin-1-yl)piperidine-1-yl)-8-oxooctyl)thio)-2-(2,6-dioxopiperidin-3-yl)-6-fluoroisoindoline-1,3-dione